NC1=NC=CC=C1C1=NC=2C(=NC=CC2)N1C1=CC=C(C=C1)C(O)([2H])[2H] (4-(2-(2-Aminopyridin-3-yl)-3H-imidazo[4,5-b]pyridin-3-yl)phenyl)methan-d2-ol